4-(4-cyano-2-fluorophenyl)piperazin C(#N)C1=CC(=C(C=C1)N1CCNCC1)F